N1CC(C1)C=1C=C(C=NC1)COC=1C=C2CN(C(C2=CC1)=O)C1C(NC(CC1)=O)=O 3-(5-((5-(Azetidin-3-yl)pyridin-3-yl)methoxy)-1-oxoisoindolin-2-yl)piperidine-2,6-dione